S(=O)(=O)(C=1C=C2C(C(C(C2=CC1)=O)C(C)=O)=O)C=1C=C2C(C(C(C2=CC1)=O)C(C)=O)=O 5,5'-sulfonylbis(2-acetyl-1h-indene-1,3(2h)-dione)